(R,E)-4-(dimethylamino)-N-(4-(3-((6-fluoroquinazolin-2-yl)amino)pyrrolidine-1-carbonyl)phenyl)but-2-enamide CN(C/C=C/C(=O)NC1=CC=C(C=C1)C(=O)N1C[C@@H](CC1)NC1=NC2=CC=C(C=C2C=N1)F)C